3-(1-oxo-5-(((1R,2R)-2-(3-(2-(trifluoromethyl)pyridin-4-yl)azetidin-1-yl)cyclohexyl)oxy)isoindolin-2-yl)piperidine-2,6-dione O=C1N(CC2=CC(=CC=C12)O[C@H]1[C@@H](CCCC1)N1CC(C1)C1=CC(=NC=C1)C(F)(F)F)C1C(NC(CC1)=O)=O